N[C@H](C1=NC2=C(N1)C=CC(=C2F)C2C(CN(C2)S(=O)(=O)C)C(=O)OCC)C2CCC(CC2)C Ethyl 4-{2-[(S)-amino(4-methylcyclohexyl)methyl]-4-fluoro-1H-benzimidazol-5-yl}-1-(methylsulfonyl)pyrrolidine-3-carboxylate